Methyl 4-[4-benzyloxy-1-(4-fluorophenyl)-3-(4-methoxy carbonylphenyl)indol-2-yl]piperidine-1-carboxylate C(C1=CC=CC=C1)OC1=C2C(=C(N(C2=CC=C1)C1=CC=C(C=C1)F)C1CCN(CC1)C(=O)OC)C1=CC=C(C=C1)C(=O)OC